FC=1C(=C(C(=O)N)C=C(C1F)CC1=C(C(=CC=C1)NS(=O)(=O)C1(CC1)C)F)NC1=C(C=C(C=C1)I)F 3,4-difluoro-2-(2-fluoro-4-iodoanilino)-5-[[2-fluoro-3-[(1-methylcyclopropyl)sulfonylamino]phenyl]methyl]benzamide